N[C@@H](CO)C(=O)O endo-serine